3-hydroxy-5a-androstan-17-one OC1C[C@@H]2CC[C@H]3[C@@H]4CCC([C@@]4(C)CC[C@@H]3[C@]2(CC1)C)=O